[4-[5-[(1R)-1-[[(S)-tert-butylsulfinyl]amino]ethyl]-2,3-dimethoxy-phenyl]pyrazol-1-yl]acetic acid ethyl ester C(C)OC(CN1N=CC(=C1)C1=C(C(=CC(=C1)[C@@H](C)N[S@@](=O)C(C)(C)C)OC)OC)=O